[Cu].[Ag].[Cu].[Pd] palladium-copper-silver-copper